(1-(6-chloro-3-((6-methoxy-2-methyl-1,2,3,4-tetrahydroisoquinolin-7-yl)amino)-1,2,4-triazin-5-yl)-1H-indol-3-yl)dimethylphosphine oxide ClC1=C(N=C(N=N1)NC1=C(C=C2CCN(CC2=C1)C)OC)N1C=C(C2=CC=CC=C12)P(C)(C)=O